C(=O)(O)C[C@@H](C1CC1)C=1C=C(OCC2=CC(=C(C=C2)C2=C(C=CC(=C2)OC)F)C(CN2N=NC(=C2)CCCCCCCCCCCCCCCCCC(=O)O)(C)C)C=CC1 (S)-18-(1-(2-(4-((3-(2-carboxy-1-cyclopropylethyl)phenoxy)methyl)-2'-fluoro-5'-methoxy-[1,1'-biphenyl]-2-yl)-2-methylpropyl)-1H-1,2,3-triazol-4-yl)octadecanoic acid